C1(=CC=CC=C1)C1=CC(=CC(=C1)B1OC(C(O1)(C)C)(C)C)C1=CC=CC=C1 2-([1,1':3',1''-terphenyl]-5'-yl)-4,4,5,5-tetramethyl-1,3,2-dioxaborolane